(4,4-difluorocyclohexyl)-1-(N-(5-fluoropyridin-3-yl)-2-(2-methylimidazol-1-yl)acetamido)-2,3-dihydro-1H-inden-1-ylcarboxamide FC1(CCC(CC1)NC(=O)C1(CCC2=CC=CC=C12)N(C(CN1C(=NC=C1)C)=O)C=1C=NC=C(C1)F)F